C(C1=CC=CC=C1)N1CC2C(C1)CN(C2)CC(O)C2=CC=C(C=N2)O rac-6-(2-(5-benzylhexahydro-pyrrolo[3,4-c]pyrrol-2(1H)-yl)-1-hydroxyethyl)pyridin-3-ol